N1=C(OC2=NC=CC=C21)C2=CC=C(C=C2)NC(=O)[C@@H]2CS(CC2)(=O)=O (3R)-N-(4-oxazolo[5,4-b]pyridin-2-ylphenyl)-1,1-dioxo-thiacyclopentane-3-carboxamide